FC([C@@](N)(C1=CC=CC=C1)C1=CC=C(C=C1)OC)(F)F (R)-2,2,2-trifluoro-1-(4-methoxyphenyl)-1-phenylethane-1-amine